O1C=C(C2=C1C=CC=C2)C[C@H](NC(CC2=CC=C1CCCOC1=C2)=O)B(O)O (R)-(2-(benzofuran-3-yl)-1-(2-(chroman-7-yl)acetamido)ethyl)boronic acid